CN(C)CC1=NC2=C(C=CC=C2C=C1)NS(=O)(=O)C1=CC(=CC=C1)[N+](=O)[O-] N-(2-((Dimethylamino)methyl)quinolin-8-yl)-3-nitrobenzenesulfonamide